(S)-7-((4-(cyclopropanecarbonothioyl)-2-methylpiperazin-1-yl)methyl)-3-ethyl-1,5-naphthyridin-2(1H)-one C1(CC1)C(=S)N1C[C@@H](N(CC1)CC1=CN=C2C=C(C(NC2=C1)=O)CC)C